(S)-2-amino-3-(oxazol-5-yl)propanoic acid N[C@H](C(=O)O)CC1=CN=CO1